C(C)(C)(C)N1N=C(C=C1N)C1CCC(CCC1)O[Si](C1=CC=CC=C1)(C1=CC=CC=C1)C(C)(C)C 1-(tert-butyl)-3-(4-((tert-butyldiphenylsilyl)oxy)cycloheptyl)-1H-pyrazol-5-amine